CN1N=CC=C1C(N)C1=CC=CC=C1 (1-methyl-1H-pyrazol-5-yl)(phenyl)methanamine